N-(5-(2-(((1S,4S)-4-(dimethylamino)-3-fluorocyclohexyl)amino)-8-isopropyl-7-oxo-7,8-dihydropteridin-6-yl)-6-methylpyridin-2-yl)3,3,3-trifluoropropane-1-sulfonamide CN([C@@H]1C(C[C@H](CC1)NC1=NC=2N(C(C(=NC2C=N1)C=1C=CC(=NC1C)NS(=O)(=O)CCC(F)(F)F)=O)C(C)C)F)C